C(#N)C1=CN=C(S1)N1CCC(=CC1)C=1C(=CC(=C(C1)NC(=O)C1=CNC(C=C1C(F)F)=O)N1C[C@H](N(CC1)C)C)F |r| N-[5-[1-(5-cyano-1,3-thiazol-2-yl)-3,6-dihydro-2H-pyridin-4-yl]-4-fluoro-2-[rac-(3R)-3,4-dimethylpiperazin-1-yl]phenyl]-4-(difluoromethyl)-6-oxo-1H-pyridine-3-carboxamide